BrC=1C=C(C=CC1OC)C(CCC(=O)O)=C 4-(3-bromo-4-methoxyphenyl)pent-4-enoic acid